CN1C2CN(CC1CC2)C=2C(=C(N)C=CC2)[N+](=O)[O-] 3-(8-methyl-3,8-diazabicyclo[3.2.1]octan-3-yl)-2-nitroaniline